C(C)N(C(C1=C(C=CC(=C1)F)C=1C=C(N2C1C=NC=C2C)CC2CN(C2)[C@H](C(C)C)CCC=O)=O)C(C)C N-ethyl-5-fluoro-2-[4-methyl-6-({1-[(3S)-2-methyl-6-oxohexan-3-yl]azetidin-3-yl}methyl)pyrrolo[1,2-a]pyrazin-8-yl]-N-(isopropyl)benzamide